CC1=CCC(=CC1)C(C)C 1-methyl-4-isopropyl-1,4-cyclohexadiene